C(C)(C)N1C(=NC(=C1)C(F)(F)F)C1=CC=C(CNC2=NC=C(C=N2)C(=O)O)C=C1 ((4-(1-isopropyl-4-(trifluoromethyl)-1H-imidazol-2-yl)benzyl)amino)pyrimidine-5-carboxylic acid